O(C=1C=C2C3=NC4=CC=CC5=CC=CC(N3C(C2=CC1)=O)=C54)C=5C=C4C1=NC2=CC=CC3=CC=CC(N1C(C4=CC5)=O)=C32 9,9'-oxybis-12H-phthaloperin-12-one